CC1=NC(=CC(=C1)C=1NC2=CC=C(C=C2C1C(C)C)C1=CN2CCC1CC2)C 3-(2-(2,6-dimethylpyridin-4-yl)-3-isopropyl-1H-indol-5-yl)-1-azabicyclo[2.2.2]oct-2-ene